6-amino-3-neopentyl-1,3,5-triazine-2,4(1H,3H)-dione NC1=NC(N(C(N1)=O)CC(C)(C)C)=O